FC1=C(C(=O)N([C@H]2CNCCC2)C2=NC=CC3=CC=CC(=C23)C)C=CC(=C1)NC1=NC=NS1 2-fluoro-N-(8-methyl-1-isoquinolyl)-N-[(3R)-3-piperidyl]-4-(1,2,4-thiadiazol-5-ylamino)benzamide